(5-methyl-3,4-diphenyl-4H-1,2,4-triazolat) Iridium (III) [Ir+3].CC=1N(C(NN1)(C(=O)[O-])C1=CC=CC=C1)C1=CC=CC=C1.CC=1N(C(NN1)(C(=O)[O-])C1=CC=CC=C1)C1=CC=CC=C1.CC=1N(C(NN1)(C(=O)[O-])C1=CC=CC=C1)C1=CC=CC=C1